C(=O)(O)C1=C(C=CC=C1)C=1C2=CC=C(N2)C(=C2C=CC(C(=C3C=CC(=C(C=4C=CC1N4)C4=C(C=CC=C4)C(=O)O)N3)C3=C(C=CC=C3)C(=O)O)=N2)C2=C(C=CC=C2)C(=O)O 5,10,15,20-tetra-(carboxyl-phenyl)porphyrin